[C@H](C)(CC)OC1=CC=2N(C=C1C(=O)NC=1C(N(C=CC1)C1CC1)=O)C=C(N2)[C@@]21CO[C@@](CC2)(C1)C 7-((S)-sec-butoxy)-N-(1-cyclopropyl-2-oxo-1,2-dihydropyridin-3-yl)-2-((1S,4R)-1-methyl-2-oxabicyclo[2.2.1]heptan-4-yl)imidazo[1,2-a]pyridine-6-carboxamide